ClC=1C=C(C=C(C1)Cl)C1(CC(=NN1)C1=NN=C(O1)SCC(=O)NC1=CC(=CC=C1)C(F)(F)F)C(F)(F)F 2-((5-(5-(3,5-dichlorophenyl)-5-(trifluoromethyl)-4,5-dihydro-1H-pyrazol-3-yl)-1,3,4-oxadiazol-2-yl)thio)-N-(3-(trifluoromethyl)phenyl)acetamide